N1CCC(=CC1)C#CC1=CC=C(C=C1)C1=CC(=NO1)CN1C(=NC=C1)C(C)O 1-(1-((5-(4-((1,2,3,6-tetrahydropyridin-4-yl)ethynyl)phenyl)isoxazol-3-yl)methyl)-1H-imidazol-2-yl)ethan-1-ol